P1P=C(C=C1)C(=O)N diphospholamide